2-(4-methoxybenzofuran-6-yl)-1-((S)-7'-methyl-6'-(pyrimidin-2-yl)-3',4'-dihydro-1'H-spiro[pyrrolidine-3,2'-[1,8]naphthyridine]-1-yl)propan-1-one COC1=CC(=CC2=C1C=CO2)C(C(=O)N2C[C@@]1(NC3=NC(=C(C=C3CC1)C1=NC=CC=N1)C)CC2)C